N-(3-bromo-4-fluorophenyl)-N'-hydroxy-4-((2-(4-(2-hydroxyethyl)-1H-1,2,3-triazol-1-yl)ethyl)amino)-1,2,5-oxadiazole-3-formamidine BrC=1C=C(C=CC1F)NC(=NO)C1=NON=C1NCCN1N=NC(=C1)CCO